OC[C@@H](NC(=O)C1=CC2=C(N(C3=CC=CC=C23)C)S1)C1=CC=C(C=C1)CC(=O)O (S)-2-(4-(2-hydroxy-1-(8-methyl-8H-thieno[2,3-b]indole-2-carboxamido)ethyl)phenyl)acetic acid